C(CCCCCC)(=O)OCCOCCOC(CCCCCC)=O diethylene glycol di(heptanoate)